C1(CC1)C1=CC(=CC(=N1)N1C(C2=CC(=CC=C2C1)CNCC(C)(C)O)=O)C1=C(C=C(C=C1)F)C1=NN=CN1C 2-{6-Cyclopropyl-4-[4-fluoro-2-(4-methyl-1,2,4-triazol-3-yl)phenyl]pyridin-2-yl}-6-{[(2-hydroxy-2-methylpropyl)amino]methyl}-3H-isoindol-1-one